tert-butyl 4-(((6aR,8R)-2-chloro-5,6,6a,7,8,9-hexahydropyrrolo[1',2':4,5]pyrazino[2,3-c]pyridazin-8-yl)oxy)-1H-pyrazole-1-carboxylate ClC=1C=C2C(=NN1)NC[C@@H]1N2C[C@@H](C1)OC=1C=NN(C1)C(=O)OC(C)(C)C